P(O)(=O)(OP(=O)(O)OP(=O)(O)O)OC[C@@H]1[C@H]([C@H]([C@@H](O1)C1=C(N(C(=O)NC1=O)C)N)O)O 1-methyl-6-amino-pseudouridine triphosphate